N-(3',5'-di-tert-butyl-[1,1'-biphenyl]-3-yl)-3-phenyldibenzo[b,d]thiophen-1-amine C(C)(C)(C)C=1C=C(C=C(C1)C(C)(C)C)C1=CC(=CC=C1)NC1=CC(=CC=2SC3=C(C21)C=CC=C3)C3=CC=CC=C3